CC1(OC2=C(C1)C=CC(=C2)B(O)O)C 2,2-DIMETHYL-2,3-DIHYDRO-1-BENZOFURAN-6-BORONIC ACID